1-(2-pentenyl)-3-ethylimidazolium tetrafluoroborate F[B-](F)(F)F.C(C=CCC)N1C=[N+](C=C1)CC